CC1(C(C(C(=O)[O-])=C(C=C1)C=CCCCCC(C)C)O)F 3,7-dimethyl-6-octenyl-2-hydroxy-3-fluorobenzoate